CC(CC(=O)OCCCCCCN(CCCCCCOC(CC(CCCC(C)C)C)=O)CCCN)CCCC(C)C 6-[3-aminopropyl-[6-(3,7-dimethyloctanoyloxy)hexyl]amino]hexyl 3,7-dimethyloctanoate